OC1=C(C=C(C=C1)/C=C/C(=O)OC1=C(C=C(COC(\C=C\C2=CC(=C(C=C2)O)OC)=O)C=C1)C)OC (E)-4-(((E)-3-(4-hydroxy-3-methoxyphenyl)acryloyl)oxy)-3-methylbenzyl-3-(4-hydroxy-3-methoxyphenyl)acrylate